OC=1C=C(C=CC1O)[C@@H]1C=2C=C(C(=CC2C[C@H]([C@H]1C)C)O)O (5R,6R,7R)-5-(3,4-dihydroxyphenyl)-6,7-dimethyl-5,6,7,8-tetrahydronaphthalene-2,3-diol